ClCCN1C(CCC1)=O 1-(2-chloroethyl)pyrrolidone